CNC1=NC(=NC(=C1)C)NC=1C=C(C2=C(CCO2)C1)C1CCNCC1 N4,6-dimethyl-N2-[7-(4-piperidyl)-2,3-dihydrobenzofuran-5-yl]pyrimidine-2,4-diamine